O1C(=CC=C1C(=O)O)C(=O)O.C(CO)O ethylene glycol 2,5-furandicarboxylate